1,3-bis-(5-tripropoxysilyl-2-thiapentyl)-1,3-dipropoxymethyl-urea C(CC)O[Si](CCCSCN(C(=O)N(COCCC)CSCCC[Si](OCCC)(OCCC)OCCC)COCCC)(OCCC)OCCC